4,6-bis-[dodecylthiomethyl]-o-cresol C(CCCCCCCCCCC)SCC=1C=C(C(=C(C1)CSCCCCCCCCCCCC)O)C